tert-Butyl 4-((piperidin-4-ylmethoxy)methyl)piperidine-1-carboxylate N1CCC(CC1)COCC1CCN(CC1)C(=O)OC(C)(C)C